tetraethyl methylenebis(phosphonate) C(P(OCC)(OCC)=O)P(OCC)(OCC)=O